CS(=O)(=O)C1(CC1)CNC1=NC=C(C=2C1=NC=CN2)C2=CC=C(C=C2)C(F)(F)F N-((1-(methylsulfonyl)cyclopropyl)methyl)-8-(4-(trifluoromethyl)phenyl)pyrido[3,4-b]pyrazin-5-amine